(rac)-(2s,4s)-2-(2-(3-(tert-butyl)phenyl)-8-azaspiro[4.5]Decane-8-carbonyl)-7-oxa-5-azaspiro[3.4]Octane-6-one C(C)(C)(C)C=1C=C(C=CC1)[C@@H]1CC2(CC1)CCN(CC2)C(=O)C2CC1(C2)NC(OC1)=O |r|